3-(3,5-bis-trifluoromethyl-phenyl)-1H-[1,2,4]triazole FC(C=1C=C(C=C(C1)C(F)(F)F)C1=NNC=N1)(F)F